FC(C=1C(=C(C=CC1)[C@@H](C)NC1=NC(=NC2=CC3=C(C=C12)OC(CO3)C(=O)OCC)C)F)F ethyl 4-(((R)-1-(3-(difluoromethyl)-2-fluorophenyl) ethyl) amino)-2-methyl-7,8-dihydro-[1,4]dioxino[2,3-g]quinazoline-7-carboxylate